FC(OC1=CC(=C(C=C1)CC(=O)OC)F)F methyl 2-[4-(difluoromethoxy)-2-fluorophenyl]acetate